NC=1NC(C=2N(C(N(C2N1)[C@@H]1O[C@@H]([C@@H]([C@H]1O)O)CO)=O)CC)=O 2-amino-9-((2r,3r,4r,5r)-3,4-dihydroxy-5-(hydroxymethyl)tetrahydrofuran-2-yl)-7-ethyl-7,9-dihydro-1H-purine-6,8-dione